(R or S)-4-(2-(6-(2-(3-bromophenyl)acetyl)-6-azaspiro[2.5]octan-1-yl)ethoxy)-2-chloro-N,N-dimethylbenzamide BrC=1C=C(C=CC1)CC(=O)N1CCC2(C[C@@H]2CCOC2=CC(=C(C(=O)N(C)C)C=C2)Cl)CC1 |o1:15|